NC=1N=C(SC1C(C1=CC=CC=C1)=O)N(C1=CC=C(C=C1)N(C)C)[C@@H](C(=O)N)C |r| rac-2-[N-(4-Amino-5-benzoylthiazol-2-yl)-4-(dimethylamino)anilino]propanamid